tert-butyl 6-(8-(benzo[d]thiazol-2-ylcarbamoyl)-3,4-dihydroisoquinolin-2(1H)-yl)-3-(4-(2-(7-(2-ethoxy-2-oxoethyl)-7-azaspiro[3.5]nonan-2-yl)ethoxy)-2-methylphenyl)picolinate S1C(=NC2=C1C=CC=C2)NC(=O)C=2C=CC=C1CCN(CC21)C2=CC=C(C(=N2)C(=O)OC(C)(C)C)C2=C(C=C(C=C2)OCCC2CC1(C2)CCN(CC1)CC(=O)OCC)C